tert-butyl (R)-(N-(1-(4-(4-oxo-3,4-dihydrophthalazin-1-yl)phenyl)ethyl)sulfamoyl)carbamate O=C1NN=C(C2=CC=CC=C12)C1=CC=C(C=C1)[C@@H](C)NS(=O)(=O)NC(OC(C)(C)C)=O